(6-(trifluoromethyl)pyridin-2-yl)hydrazine FC(C1=CC=CC(=N1)NN)(F)F